(1R,3S)-3-(3-((1-methyl-6-oxo-1,6-dihydropyrimidin-2-yl)amino)-1H-pyrazol-5-yl)cyclopentyl bicyclo[1.1.1]pentan-1-ylcarbamate C12(CC(C1)C2)NC(O[C@H]2C[C@H](CC2)C2=CC(=NN2)NC=2N(C(C=CN2)=O)C)=O